2-benzylsulfanyl-3-bromo-6-chloro-pyridine C(C1=CC=CC=C1)SC1=NC(=CC=C1Br)Cl